FC(S(=O)(=O)OC=1C2=C(N=C(N1)C1=NC=CC(=C1)Cl)SC(=C2C)C)(F)F 2-(4-chloropyridin-2-yl)-5,6-dimethylthieno[2,3-d]pyrimidin-4-yl trifluoromethanesulfonate